(R)-1-((7-Cyano-2-(3'-(2-(difluoromethyl)-7-((3-hydroxypyrrolidin-1-yl)methyl)pyrido[3,2-d]pyrimidin-4-ylamino)-2,2'-dimethylbiphenyl-3-yl)benzo[d]oxazol-5-yl)methyl)-4-methylpiperidin C(#N)C1=CC(=CC=2N=C(OC21)C=2C(=C(C=CC2)C2=C(C(=CC=C2)NC=2C1=C(N=C(N2)C(F)F)C=C(C=N1)CN1C[C@@H](CC1)O)C)C)CN1CCC(CC1)C